6-chloro-2-methoxy-3-(2H-1,2,3-triazol-4-yl)pyridine ClC1=CC=C(C(=N1)OC)C1=NNN=C1